6-propoxymethoxy-1,3-dimethylhexylmagnesium bromide C(CC)OCOCCCC(CC(C)[Mg]Br)C